N[C@@H]1C2=CC=CC=C2CC12CCN(CC2)C2=NC=C(C(N2C)=O)C#CCC2=C(C(=CC=C2)O)O (S)-2-(1-amino-1,3-dihydro-spiro[inden-2,4'-piperidin]-1'-yl)-5-(3-(2,3-dihydroxyphenyl)prop-1-yn-1-yl)-3-methylpyrimidin-4(3H)-one